CC1CC=CCCCCCCCCOCC1 13-methyl-oxacyclopentadec-10-en